5-[4-amino-5-(trifluoromethyl)pyrrolo-[2,1-f][1,2,4]triazin-7-yl]-N-{4-[(cyclopropylmethyl)carbamoyl]-1,3-oxazol-2-yl}-2-methoxypyridine-3-carboxamide NC1=NC=NN2C1=C(C=C2C=2C=C(C(=NC2)OC)C(=O)NC=2OC=C(N2)C(NCC2CC2)=O)C(F)(F)F